C12NCC(NC1)CO2 7-oxa-2,5-diazabicyclo[2.2.2]Octane